FC(C=1C=NC(=NC1)C(C)=O)(F)F 1-(5-(trifluoromethyl)pyrimidin-2-yl)ethanone